ClC1=NC2=C(C=CN=C2C=C1)Cl 2,8-Dichloro-1,5-naphthyridine